7-(4-bromo-3-chloro-benzoyl)-2-(4-methoxyphenyl)-3-oxo-N-[rac-(1R)-2-methyl-1-phenyl-propyl]-6,8-dihydro-5H-imidazo[1,5-a]pyrazine-1-carboxamide BrC1=C(C=C(C(=O)N2CC=3N(CC2)C(N(C3C(=O)N[C@H](C(C)C)C3=CC=CC=C3)C3=CC=C(C=C3)OC)=O)C=C1)Cl |r|